BrC1=CC=C2C(=CNC2=C1)C(=O)NC1=CC(=CC=C1)I 6-bromo-N-(3-iodophenyl)-1H-indole-3-carboxamide